CN(C1C[C@H]2CC[C@@H](C1)N2)C=2N=NC(=CC2)C=2C=CC(=C1C=NNC21)N2N=CC=C2 (1R,3R,5S)-N-methyl-N-[6-[4-(pyrazol-1-yl)-1H-indazol-7-yl]pyridazin-3-yl]-8-azabicyclo[3.2.1]octan-3-amine